methyl (benzylcarbamoyl)formate C(C1=CC=CC=C1)NC(=O)C(=O)OC